O1C2C(C=C1)C1=C(S2)C=CC=C1 3a,8a-dihydrobenzo[4,5]thieno[2,3-b]furan